N-((R)-1-(2-((S)-(4,4-Difluorocyclohexyl)(2-((S*)-2,2-difluorocyclopropyl)acetamido)methyl)-1H-benzo[d]imidazol-5-yl)ethyl)-4,4,4-trifluorobutanamide FC1(CCC(CC1)[C@@H](C1=NC2=C(N1)C=CC(=C2)[C@@H](C)NC(CCC(F)(F)F)=O)NC(C[C@@H]2C(C2)(F)F)=O)F |o1:31|